FC1(NC(C2=CC=C(C=C12)NC1=NC=C(C(=C1)N[C@H](CO)C1=CC=CC=C1)C1=NC(=NO1)C=1C=NC=CC1)=O)F (S)-3,3-difluoro-5-((4-((2-hydroxy-1-phenylethyl)amino)-5-(3-(pyridin-3-yl)-1,2,4-oxadiazol-5-yl)pyridin-2-yl)amino)isoindolin-1-one